vinyl caproate (vinyl caproate) C(=C)C(C(=O)O)CCCC.C(CCCCC)(=O)OC=C